COC1CC(C1)OC=1C=CC2=C(N=CO2)C1 5-((1r,3r)-3-methoxycyclobutoxy)benzo[d]oxazole